4-(2-oxa-5-azabicyclo[4.1.0]heptan-5-yl)-7-fluoro-8-(2,3,5-trifluorophenyl)quinoline-3-carboxylic acid C12OCCN(C2C1)C1=C(C=NC2=C(C(=CC=C12)F)C1=C(C(=CC(=C1)F)F)F)C(=O)O